N1CCC(CC1)CCCCCC1CCNCC1 1,5-di(piperidin-4-yl)pentane